N-((1S,4S)-4-(2-oxa-6-azaspiro[3.3]heptan-6-yl)cyclohexyl)-2-(3-((4-chloro-2-methoxy-phenyl)amino)prop-1-yn-1-yl)-1-(2,2,2-trifluoro-ethyl)-1H-indol-4-amine C1OCC12CN(C2)C2CCC(CC2)NC=2C=1C=C(N(C1C=CC2)CC(F)(F)F)C#CCNC2=C(C=C(C=C2)Cl)OC